(1R,3S)-3-[(tert-butoxycarbonyl)amino]cyclopentanecarboxylic acid C(C)(C)(C)OC(=O)N[C@@H]1C[C@@H](CC1)C(=O)O